BrC1=C(C=NN(C1=O)C)N[C@@H]1C[C@@H](CN(C1)C)C1=CC=C(C=C1)CN1CCN(CC1)C1=CC=C2C=C(C=NC2=C1)C1C(NC(CC1)=O)=O 3-[7-[4-[[4-[(3R,5R)-5-[(5-bromo-1-methyl-6-oxo-pyridazin-4-yl)amino]-1-methyl-3-piperidyl]phenyl]methyl]piperazin-1-yl]-3-quinolyl]piperidine-2,6-dione